C1N(CCC2=CC=CC=C12)[C@H]1[C@@H](CN(CC1)C(=O)C1=CC=C(C=C1)NC1CCN(CC1)C(C)=O)O trans-1-(4-((4-(4-(3,4-Dihydroisoquinolin-2(1H)-yl)-3-hydroxypiperidine-1-carbonyl)phenyl)amino)piperidin-1-yl)ethane-1-one